NC1=NN2C(C=C(C=C2)C=2C(=C(C(=CC2)C)N2OCC[C@H]2C2=CC=CC=C2)F)=N1 (S)-N-(3-(2-amino-[1,2,4]triazolo[1,5-a]pyridin-7-yl)-2-fluoro-6-methylphenyl)-3-phenylisoxazolidine